ammonium oxalate C(C(=O)[O-])(=O)[O-].[NH4+].[NH4+]